(tetrahydro-2H-pyran-2-yl)-1H-pyrazole-3-carboxylic acid ethyl ester C(C)OC(=O)C1=NN(C=C1)C1OCCCC1